OC12C[C@H]3N([C@H](CC(C1)C3)C2)C=2N=CC(=NC2)C=2C=3N(C=C(C2)OCC(C)(C)O)N=CC3C#N 4-(5-((1R,3S,5s,7s)-5-hydroxy-2-azaadamantan-2-yl)pyrazin-2-yl)-6-(2-hydroxy-2-methylpropoxy)pyrazolo[1,5-a]pyridine-3-carbonitrile